C(C)(=O)O[C@H](C(=O)CC(=O)O)[C@H](OC(C)=O)[C@H](OC(C)=O)COC(C)=O Carboxymethylarabinose Tetraacetate